(3,4-epoxycyclohexyl)butyl-tripropoxysilane tert-butyl-2-[1-(3,4-dihydro-2H-1,4-benzoxazin-8-yl)-4-piperidyl]acetate C(C)(C)(C)OC(CC1CCN(CC1)C1=CC=CC=2NCCOC21)=O.C2(CC1C(CC2)O1)CCCC[Si](OCCC)(OCCC)OCCC